rac-3-(tert-Butoxycarbonylamino)propyl-(2-tert-butoxy-2-keto-ethyl)-(3-carboxypropyl)-methyl-ammonium C(C)(C)(C)OC(=O)NCCC[N@@+](C)(CCCC(=O)O)CC(=O)OC(C)(C)C |r|